ClC1=CC=C(C=C1)C(N1CCN(CC1)CC(=O)O)C1=CC=CC=C1 2-(4-((4-chlorophenyl)(phenyl)methyl)piperazin-1-yl)acetic acid